C(#N)C1=CC(=C(C=N1)OC1=CC(=C2C(=N1)N(C=N2)C)NC2=CC=C(C=N2)C(=O)N(C)C)C 6-[[5-[(6-cyano-4-methyl-3-pyridyl)oxy]-3-methyl-imidazo[4,5-b]pyridin-7-yl]amino]-N,N-dimethylpyridine-3-carboxamide